N(N)=NC(=O)N hydrazonourea